FC=1C(=NC=C(C1)F)CNC(=O)C1=CN=C(S1)N1CCC(CC1)N1CC(CCC1)(C)C N-[(3,5-Difluoropyridin-2-yl)methyl]-2-(3,3-dimethyl-[1,4'-bipiperidine]-1'-yl)-1,3-thiazole-5-carboxamide